NC=1C2=C(N=CN1)N(C=C2)[C@@H]2O[C@@H]([C@H]([C@H]2O)O)CSCC=2C(=NC=CC2C)C2=CC=CC=C2 (2R,3R,4S,5S)-2-(4-Amino-7H-pyrrolo[2,3-d]pyrimidin-7-yl)-5-((((4-methyl-2-phenylpyridin-3-yl)methyl)thio)methyl)tetrahydrofuran-3,4-diol